1-(5-(difluoromethyl)-1,3,4-thiadiazol-2-yl)-4-(4-isobutyrylpiperazin-1-yl)-N-(1-methylcyclobutyl)-1H-indazole-6-sulfonamide FC(C1=NN=C(S1)N1N=CC2=C(C=C(C=C12)S(=O)(=O)NC1(CCC1)C)N1CCN(CC1)C(C(C)C)=O)F